FCN1N=C(C=C1)OC(N=S(=O)NC(=O)NC1=C2C(=NC3=C1CCC3)[C@@H](CC2)C)=O (R)-(1-(fluoromethyl)-1H-pyrazol-3-yl)(3-((R)-3-methyl-1,2,3,5,6,7-hexahydrodicyclopenta[b,e]pyridin-8-yl)ureido)(oxo-sulfaneylidene)carbamate